6-amino-5-cyclopentyl-3-(2-methoxyethyl)quinazolin-4(3H)-one NC=1C(=C2C(N(C=NC2=CC1)CCOC)=O)C1CCCC1